tert-butyl 2-((8-bromo-3,7-dimethyl-2,6-dioxo-2,3,6,7-tetrahydro-1H-purin-1-yl)methyl)-4-chloro-1H-indole-1-carboxylate BrC1=NC=2N(C(N(C(C2N1C)=O)CC=1N(C2=CC=CC(=C2C1)Cl)C(=O)OC(C)(C)C)=O)C